CN1C(C=CC=C1)=O 1-methyl-2(1H)pyridon